zinc-iron selenide [Fe]=[Se].[Zn]